C1(=CC=CC=C1)S(=O)(=O)[O-].S1C=NC=C1.[Na+] sodium thiazole benzenesulfonate